N=1C=CN2C1C=C(C=C2)OCC21CC(C2)(C1)CCC1=C2C=CN=C(C2=CC=C1)N 5-[2-[3-(Imidazo[1,2-a]pyridin-7-yloxymethyl)-1-bicyclo[1.1.1]pentanyl]ethyl]isoquinolin-1-amine